NC1=NC(=NC=C1C#N)C=1C=C2C=CN(C(C2=CC1F)=O)CCC[C@H](C)NC=1C=NNC(C1C(F)(F)F)=O 4-amino-2-[7-fluoro-1-oxo-2-[(4S)-4-[[6-oxo-5-(trifluoromethyl)-1H-pyridazin-4-yl]amino]pentyl]-6-isoquinolinyl]pyrimidine-5-carbonitrile